6,7-dihydroxy-2H-benzopyran-2-one OC=1C(=CC2=C(C=CC(O2)=O)C1)O